1-(4-(4-(5-(2,6-difluorophenyl)-4,5-dihydroisoxazol-3-yl)thiazol-2-yl)piperidin-1-yl)-2-(5-fluoro-1H-benzoimidazol-1-yl)ethan-1-one FC1=C(C(=CC=C1)F)C1CC(=NO1)C=1N=C(SC1)C1CCN(CC1)C(CN1C=NC2=C1C=CC(=C2)F)=O